COC1=C(C=C(C=C1)N(C1=NC(=NC2=CC=CC=C12)C)C)C1(CCC1)C(=O)O 1-(2-Methoxy-5-(methyl-(2-methylquinazolin-4-yl)amino)phenyl)cyclobutane-1-carboxylic acid